(1S,2S,5R)-2-(1,2-dihydroxyethyl)-3,8-diazabicyclo[3.2.1]octane-3,8-dicarboxylic acid 3-benzyl 8-(tert-butyl) ester C(C)(C)(C)OC(=O)N1[C@@H]2[C@H](N(C[C@H]1CC2)C(=O)OCC2=CC=CC=C2)C(CO)O